[Co](I)I.N1=CC=CC=C1 pyridine cobalt iodide